BrC=1C=C2C(=C(C=NC2=CC1OCCCOC)C(N(C)C)=O)NC1=C(C(=O)O)C=CC=C1 2-[[6-bromo-3-(dimethylcarbamoyl)-7-(3-methoxypropoxy)-4-quinolinyl]amino]benzoic acid